rac-4-(2-((3aR,5s,6aS)-5-(2-fluoro-5-methoxyphenoxy)hexahydrocyclopenta[c]pyrrol-2(1H)-yl)-1-hydroxyethyl)phenol FC1=C(OC2C[C@@H]3[C@@H](CN(C3)CC(O)C3=CC=C(C=C3)O)C2)C=C(C=C1)OC